(3aR,4R,7S,7aS)-octahydro-4,7-epiminoisobenzofuran C1OC[C@H]2[C@H]3CC[C@@H]([C@@H]12)N3